BrC=1N=C(N(N1)C1=CC=C(C=C1)OC(F)(F)F)NCCOCC 5-Bromo-N-(2-ethoxyethyl)-2-[4-(trifluoromethoxy)phenyl]-1,2,4-triazol-3-amine